(R)-3-chloro-N-(8,9-difluoro-6-oxo-1,4,5,6-tetrahydro-2H-pyrano[3,4-c]isoquinolin-1-yl)-1-(difluoromethyl)-N-methyl-1H-indazole-5-carboxamide ClC1=NN(C2=CC=C(C=C12)C(=O)N(C)[C@H]1COCC=2NC(C=3C=C(C(=CC3C21)F)F)=O)C(F)F